FC(C1=CC=C(C=C1)C=1N=C(OC1N1C=CC=2C=CC=NC2C1=O)C1=NC(=NC=C1)C(F)(F)F)(F)F 7-{4-[4-(trifluoromethyl)phenyl]-2-[2-(trifluoromethyl)pyrimidin-4-yl]-1,3-oxazol-5-yl}-7,8-dihydro-1,7-naphthyridin-8-one